N-(4-(1-((1-Benzyl-1H-imidazol-2-yl)methyl)-1H-pyrazol-4-yl)-3-cyano-5-fluorophenyl)-2-(2-fluoro-3-(trifluoromethyl)phenyl)acetamide C(C1=CC=CC=C1)N1C(=NC=C1)CN1N=CC(=C1)C1=C(C=C(C=C1F)NC(CC1=C(C(=CC=C1)C(F)(F)F)F)=O)C#N